CC=1C=C(C(=O)N(NC(C2=C(C(=CC=C2)OC)CC)=O)[C@@H](C(C)(C)C)CCC)C=C(C1)C (R)-N'-(3,5-dimethylbenzoyl)-N'-(2,2-dimethylhexan-3-yl)-2-ethyl-3-methoxybenzohydrazide